di-tertiary butyl-tin dichloride C(C)(C)(C)[Sn](C(C)(C)C)(Cl)Cl